CC1(CN(CC1)C=1C=2C(N=CN1)=NN(C2)C=2C(NC(NC2)=O)=O)C 5-[4-(3,3-Dimethylpyrrolidin-1-yl)pyrazolo[3,4-d]pyrimidin-2-yl]-1H-pyrimidine-2,4-dione